6-({(2S)-2-[(5-Chloro-8-hydroxy-3-methyl-1-oxo-3,4-dihydro-1H-2-benzopyran-7-carbonyl)amino]-3-phenylpropanoyl}amino)hexanoic acid ClC1=CC(=C(C2=C1CC(OC2=O)C)O)C(=O)N[C@H](C(=O)NCCCCCC(=O)O)CC2=CC=CC=C2